C(C)(C)(C)NC(C(C(C[C@H]1C(NCC1)=O)NC([C@H](CC1CC1)NC(\C=C\C1=C(C=C(C=C1)Cl)F)=O)=O)=O)=O N-(tert-Butyl)-3-((S)-2-((E)-3-(4-chloro-2-fluorophenyl)acrylamido)-3-cyclopropylpropanamido)-2-oxo-4-((S)-2-oxopyrrolidin-3-yl)butanamid